1-(prop-2-yn-1-yl)-2,5-dihydro-1H-pyrrole-2,5-dione C(C#C)N1C(C=CC1=O)=O